(2E)-2,3-dibromo-4-[(propionyl)oxy]but-2-en-1-yl acetate C(C)(=O)OC/C(=C(/COC(CC)=O)\Br)/Br